(S)-1-((R)-(2-((1R*,2R)-1-Amino-2-(((S)-1,1,1-trifluoropropan-2-yl)oxy)propyl)-1H-benzo[d]imidazol-5-yl)(cyclopropyl)methyl)-4-(trifluoromethyl)imidazolidin-2-one N[C@@H]([C@@H](C)O[C@H](C(F)(F)F)C)C1=NC2=C(N1)C=CC(=C2)[C@H](N2C(N[C@@H](C2)C(F)(F)F)=O)C2CC2 |o1:1|